COC1=CC=C(C=C1)C1=CC=C(C(=O)NC2(CCNCC2)C(=O)NCC2=C(C=C(C=C2OC)OC)OC)C=C1 4-[[4-(4-methoxyphenyl)benzoyl]amino]-N-[(2,4,6-trimethoxyphenyl)methyl]piperidine-4-carboxamide